1-((1R,5S,6r)-3-(5-(3-cyano-6-(1-methyl-1H-pyrazol-4-yl)pyrazolo[1,5-a]pyridin-4-yl)pyridin-2-yl)-3-azabicyclo[3.1.0]hexane-6-yl)-3-phenylurea C(#N)C=1C=NN2C1C(=CC(=C2)C=2C=NN(C2)C)C=2C=CC(=NC2)N2C[C@@H]1C([C@@H]1C2)NC(=O)NC2=CC=CC=C2